O=C1NC(CCC1N1C(C2=CC=CC(=C2C1=O)NCCC[C@@H]1CN(CCO1)C(=O)OC(C)(C)C)=O)=O tert-butyl (2R)-2-[3-[[2-(2,6-dioxo-3-piperidyl)-1,3-dioxo-isoindolin-4-yl]amino] propyl]morpholine-4-carboxylate